diisobutoxyhafnium dichloride [Cl-].[Cl-].C(C(C)C)O[Hf+2]OCC(C)C